5-(2-Fluoro-3'-methylbiphenyl-4-yl)-3,6-dihydro-2H-1,3,4-oxadiazin-2-one FC1=C(C=CC(=C1)C1=NNC(OC1)=O)C1=CC(=CC=C1)C